(5-(2,3-Dihydro-5-benzofuranyl)-3-pyridinyl)(3,4-dihydro-1(2H)-quinolinyl)-methanone O1CCC2=C1C=CC(=C2)C=2C=C(C=NC2)C(=O)N2CCCC1=CC=CC=C21